CN1CC(C1)(C)[C@@](C=1C=C(N=NC1)N1CC2C(C1)CCO2)(C2=CC=C(C=C2)C(C)C)O 5-{5-[(R)-(1,3-Dimethyl-azetidin-3-yl)-hydroxy-(4-isopropyl-phenyl)-methyl]-pyridazin-3-yl}-hexahydro-furo[2,3-c]pyrrol